5-chloro-2-(tetrahydro-2H-Pyran-4-yl)benzo[d]thiazole ClC=1C=CC2=C(N=C(S2)C2CCOCC2)C1